NC1=C(C(=NC(=C1Cl)F)OC(C(=O)O)C)Cl 2-[(4-amino-3,5-dichloro-6-fluoro-2-pyridyl)oxy]propanoic acid